FC(C1=C(OCCCC(C(=O)N2CC(N(CC2)S(=O)(=O)C2=CC(=CC=C2)F)C)(C)C)C=C(C=C1)C(F)(F)F)(F)F 5-(2,5-bis(trifluoromethyl)phenoxy)-1-(4-((3-fluorophenyl)sulfonyl)-3-methylpiperazin-1-yl)-2,2-dimethylpentan-1-one